C(C)(C)C1=C2C=C(N=CC2=C(C=C1)N1CC(C1)CS(=O)(=O)C)NC1=NC(=NC=C1)OC1=C(C=O)C(=CC=C1)OCC1=CC=C(C=C1)OC 2-((4-((5-isopropyl-8-(3-((methylsulfonyl)methyl)azetidin-1-yl)isoquinolin-3-yl)amino)pyrimidin-2-yl)oxy)-6-((4-methoxybenzyl)oxy)benzaldehyde